1-n-propylcyclopropene C(CC)C1=CC1